N(C1=CC=CC=C1)C1=NC=CC(=N1)C1=CC(NC(=C1)C1=C(C=CC=C1)Cl)=O 4-(2-Anilinopyrimidin-4-yl)-6-(2-chlorophenyl)-1H-pyridin-2-on